Tert-Butyl 2-(4-methoxybenzyl)-1,7-dioxo-2,5-diazaspiro[3.4]octane-5-carboxylate COC1=CC=C(CN2C(C3(C2)N(CC(C3)=O)C(=O)OC(C)(C)C)=O)C=C1